2-([1,1':2',1''-terphenyl]-4'-yl)-4-chloro-6-(naphthalen-2-yl)-1,3,5-triazine C1(=CC=CC=C1)C=1C(=CC(=CC1)C1=NC(=NC(=N1)Cl)C1=CC2=CC=CC=C2C=C1)C1=CC=CC=C1